N=1N(N=C2C1C=CC=C2)C2=C(C=CC(=C2)C(CC(C)(C)C)(C)C)O (2H-benzotriazole-2-yl)-4-(1,1,3,3-tetramethylbutyl)phenol